N[C@H]1CC(N(C1)C=1N=NC(=CC1)C1=C(C=C(C=C1C)C)O)=O (4S)-4-amino-1-[6-(2-hydroxy-4,6-dimethyl-phenyl)pyridazin-3-yl]pyrrolidin-2-one